(3E)-1-chloro-16,16-dimethoxy-3-hexadecene ClCC\C=C\CCCCCCCCCCCC(OC)OC